3-methyl-yl-5-phenylbenzyloxyethyl ether C=C1CC(COCCOCCOCC=2CC(C=C(C2)C2=CC=CC=C2)=C)=CC(=C1)C1=CC=CC=C1